FC(C1=C(C=CC=C1)C1C(CC1)=O)(F)F 2-(2-(trifluoromethyl)phenyl)cyclobutan-1-one